FC1CCN(CC1)CCCNC(=O)C1=CC2=C(N3C(S2)=NC=C3)C=C1 N-(3-(4-fluoropiperidin-1-yl)propyl)benzo[d]imidazo[2,1-b]thiazole-7-carboxamide